CC1=C(C=2N(C=C1C1=C(C=3N=C(SC3N1)N1[C@@H](CNCC1)C)C(C)C)N=CN2)C (R)-5-(7,8-dimethyl-[1,2,4]triazolo[1,5-a]pyridin-6-yl)-6-isopropyl-2-(2-methylpiperazin-1-yl)-4H-pyrrolo[3,2-d]thiazole